FC1=C(C=CC=C1)CC(=O)NC1=CC(=C(C=C1)C=1OC(=NN1)C)S(N)(=O)=O 2-(2-Fluorophenyl)-N-[4-(5-methyl-1,3,4-oxadiazol-2-yl)-3-sulfamoylphenyl]acetamide